4-methoxy-3-(methoxymethoxy)aniline COC1=C(C=C(N)C=C1)OCOC